BrC1(C=CC=CC1C)O L-1-bromocresol